(3Z)-1-bromo-12,12-dioctyloxy-3-dodecene BrCC\C=C/CCCCCCCC(OCCCCCCCC)OCCCCCCCC